dicarboxyl-oleamide C(=O)(O)/C(=C(/CCCCCCCC(=O)N)\C(=O)O)/CCCCCCCC